N1C(NC2=CC=CC=C12)=O aza-oxindole